FC(CN1C(=NC2=NC=C(C=C21)C2=CNC=1N=C(N=C(C12)OC)NC1CC(C1)(C)N1C(CCC1)=O)C)F 1-((1s,3s)-3-((5-(1-(2,2-difluoroethyl)-2-methyl-1H-imidazo[4,5-b]pyridin-6-yl)-4-methoxy-7H-pyrrolo[2,3-d]pyrimidin-2-yl)amino)-1-methylcyclobutyl)pyrrolidin-2-one